ClC1=NC(=CC(=N1)C12C(C(C1)(C2)C2=CC=C(C=C2)OC)B2OC(C(O2)(C)C)(C)C)C(F)(F)F 2-chloro-4-(3-(4-methoxyphenyl)-2-(4,4,5,5-tetramethyl-1,3,2-dioxaborolan-2-yl)bicyclo[1.1.1]pentan-1-yl)-6-(trifluoromethyl)pyrimidine